2,6-dichloropyridine-3-carbonitrile ClC1=NC(=CC=C1C#N)Cl